(S)-4-(5-(5-fluoro-2-methoxypyridin-4-yl)-1H-pyrazole-3-carbonyl)-N-(1-(hydroxymethyl)-2-oxabicyclo[2.1.1]hexane-4-yl)-4-azaspiro[2.5]octane-7-carboxamide FC=1C(=CC(=NC1)OC)C1=CC(=NN1)C(=O)N1C2(CC2)C[C@H](CC1)C(=O)NC12COC(C1)(C2)CO